7-(4-fluorobenzyl)-2,3-dihydro-1H-pyrido[2,3-b][1,4]oxazine-6-carbonitrile FC1=CC=C(CC2=CC3=C(OCCN3)N=C2C#N)C=C1